CC=1C=NC(=CC1)C 3,6-dimethylpyridin